4-Bromo-N,N-bis(4-methoxybenzyl)-6-methyl-5-(trifluoromethyl)pyridin-2-amine BrC1=CC(=NC(=C1C(F)(F)F)C)N(CC1=CC=C(C=C1)OC)CC1=CC=C(C=C1)OC